FC(C(=O)NC1(COC1)C(=O)O)(F)F 3-(2,2,2-trifluoroacetamido)oxetane-3-carboxylic acid